5-[(3S,5R)-3,5-dimethylpiperazin-1-yl]-2-methoxy-N-pyrazolo[1,5-a]pyrazin-3-yl-quinazoline-8-carboxamide C[C@H]1CN(C[C@H](N1)C)C1=C2C=NC(=NC2=C(C=C1)C(=O)NC=1C=NN2C1C=NC=C2)OC